C1(CC1)C1=CC(=NN1)NC1=NC(=NC2=CC=CC=C12)C=1C=NC(=CC1)N1CC2N(C(C1)C2)CC=2N=C1N(C=CC=C1)C2 N-(5-cyclopropyl-1H-pyrazol-3-yl)-2-(6-(6-(imidazo[1,2-a]pyridin-2-ylmethyl)-3,6-diazabicyclo[3.1.1]heptan-3-yl)pyridin-3-yl)quinazolin-4-amine